N1=C(N=CC=C1)N1N=CC(=C1)C(=O)O 1-(pyrimidin-2-yl)pyrazole-4-carboxylic acid